O[C@@H]1[C@H](S[C@H]([C@@H]1O)N1C2=NC(=NC(=C2N=C1)NCC1=NC=CC(=C1)C)C=1C=NC=C(C1)C)C(=O)NC=C (2S,3S,4R,5R)-3,4-dihydroxyl-5-(6-(((4-methylpyridin-2-yl)methyl)amino)-2-(5-methylpyridin-3-yl)-9H-purin-9-yl)-N-vinyltetrahydrothiophen-2-formamide